6-hydroxy-5-oxo-4-(4-phenoxybenzyl)-4,5-dihydrothieno[3,2-b]pyridine-7-carboxylic acid OC1=C(C2=C(N(C1=O)CC1=CC=C(C=C1)OC1=CC=CC=C1)C=CS2)C(=O)O